C(#CCC)C1CCC(CC1)OC[C@H]1[C@H](CCC2=CC=C(C(N12)=O)C)NS(=O)(=O)C |r| rac-N-[(3S,4R)-4-({[(1s,4S)-4-(but-1-yn-1-yl)cyclohexyl]oxy}methyl)-7-methyl-6-oxo-1,3,4,6-tetrahydro-2H-quinolizin-3-yl]methanesulfonamide